The molecule is a member of the class of pyrazoles that is 1H-pyrazole that is substituted at positions 1, 3, 4, and 5 by 2,6-dichloro-4-(trifluoromethyl)phenyl, cyano, (trifluoromethyl)sulfinyl, and (2-methylprop-2-en-1-yl)nitrilo groups, respectively. It is a dichlorobenzene, a member of (trifluoromethyl)benzenes, a member of pyrazoles, a nitrile and a sulfoxide. CC(=C)CNC1=C(C(=NN1C2=C(C=C(C=C2Cl)C(F)(F)F)Cl)C#N)S(=O)C(F)(F)F